2-((2S)-1-acryloyl-4-(2-(((S)-1-methylpyrrolidin-2-yl)methoxy)-7-(naphthalen-1-yl)-6,7-dihydro-5H-pyrano[2,3-d]pyrimidin-4-yl)piperazin-2-yl)acetonitrile C(C=C)(=O)N1[C@H](CN(CC1)C=1C2=C(N=C(N1)OC[C@H]1N(CCC1)C)OC(CC2)C2=CC=CC1=CC=CC=C21)CC#N